[2H]C([2H])([2H])C([2H])([2H])NC([2H])([2H])C([2H])([2H])[2H].Cl diethyl-d10-amine hydrochloride